FC1=C(C=C(C(=C1)C1=NOC(=N1)C(F)(F)F)F)CN1C(C=CC=C1C)=O 1-[[2,5-difluoro-4-[5-(trifluoromethyl)-1,2,4-oxadiazol-3-yl]phenyl]methyl]-6-methyl-pyridin-2-one